1-{[1,2,4]triazolo[1,5-a]pyridin-5-yl}piperazine N=1C=NN2C1C=CC=C2N2CCNCC2